4-Chloro-1-(4-piperidinyl)-N-[3-(2-pyridinyl)-1H-pyrazol-4-yl]-1H-pyrazole-3-carboxamide ClC=1C(=NN(C1)C1CCNCC1)C(=O)NC=1C(=NNC1)C1=NC=CC=C1